C(\C=C/C(=O)OCCCCCCCCCCCCCCCC)(=O)OCCCCCCCCCCCCCCCC Dihexadecyl maleate